1-[4-(2,3-Dimethylphenyl)piperazin-1-yl]-2-{(3bR,4aR)-3-[4-(fluoromethyl)-4-hydroxypiperidin-1-carbonyl]-3b,4,4a,5-tetrahydro-1H-cyclopropa[3,4]cyclopenta[1,2-c]pyrazol-1-yl}ethan-1-on CC1=C(C=CC=C1C)N1CCN(CC1)C(CN1N=C(C2=C1C[C@@H]1[C@H]2C1)C(=O)N1CCC(CC1)(O)CF)=O